FC1(CC1)CNC(C1=C(C=C(C=C1)B1OC(C(O1)(C)C)(C)C)OC([2H])([2H])[2H])=O N-[(fluorocyclopropyl)methyl]-4-(4,4,5,5-tetramethyl-1,3,2-dioxaborolan-2-yl)-2-[(trideuteriomethyl)oxy]benzamide